C(#N)C=1C=C(CN2C3=C(C(=C(C2=O)O)C(=O)O)SC=C3)C=CC1 4-(3-cyanobenzyl)-6-hydroxy-5-oxo-4,5-dihydrothieno[3,2-b]pyridine-7-carboxylic acid